(4-(1H-indol-3-yl)-2-morpholino-5,8-dihydropyrido[3,4-d]pyrimidin-7(6H)-yl)(phenyl)methanone N1C=C(C2=CC=CC=C12)C=1C2=C(N=C(N1)N1CCOCC1)CN(CC2)C(=O)C2=CC=CC=C2